(R)-2-amino-3-phenylpropyl carbamate hydrochloride salt Cl.C(N)(OC[C@@H](CC1=CC=CC=C1)N)=O